CP(=O)(C)C1=CC(=C(C(=O)OC)C=C1)OC methyl 4-(dimethylphosphoryl)-2-methoxybenzoate